C(C)(C)N1N=C(C=C1[C@H]1C[C@@H](CCC1)N1CCC2(CS(C2)(=O)=O)CC1)C(F)(F)F 7-((1R,3R)-3-(1-isopropyl-3-(trifluoromethyl)-1H-pyrazol-5-yl)cyclohexyl)-2-thia-7-azaspiro[3.5]nonane 2,2-dioxide